[Si](C)(C)(C(C)(C)C)OCC1=C(C(=CC=C1)Cl)C1=C(N=CO1)F 5-(2-{[(tert-butyldimethylsilyl)oxy]methyl}-6-chlorophenyl)-4-fluoro-1,3-oxazole